(4aR,8aS)-6-[4-[[2-chloro-4-(trifluoromethyl)phenoxy]methyl]piperidine-1-carbonyl]-4,4a,5,7,8,8a-hexahydropyrido[4,3-b][1,4]oxazin-3-one ClC1=C(OCC2CCN(CC2)C(=O)N2C[C@@H]3[C@@H](OCC(N3)=O)CC2)C=CC(=C1)C(F)(F)F